C1=CC=CC=2OC3=CC=CC=C3C(C12)=CC(=O)N (9H-xanthen-9-ylidene)acetamide